CN1C(N(C2=C1C(=C(C=C2)C)N2CCC(CC2)N(C(OC(C)(C)C)=O)C)COCC[Si](C)(C)C)=O tert-butyl N-[1-[3,5-dimethyl-2-oxo-1-(2-trimethylsilylethoxymethyl)benzimidazol-4-yl]-4-piperidyl]-N-methyl-carbamate